(2R,4R)-2-(5-(3-cyclopropyl-1-((R)-1,1-Dimethylethylsulfinylamino)-1-(pyridin-4-yl)propyl)-2-fluorophenylcarbamoyl)-4-propoxypyrrolidine-1-carboxylic acid tert-butyl ester C(C)(C)(C)OC(=O)N1[C@H](C[C@H](C1)OCCC)C(NC1=C(C=CC(=C1)C(CCC1CC1)(C1=CC=NC=C1)N[S@](=O)C(C)(C)C)F)=O